C(C)(C)(C)OC(=O)NC1(CC(C1)=O)C(=O)O 1-((tert-butoxycarbonyl)amino)-3-oxocyclobutane-1-carboxylic acid